3-(3,4-Dimethoxybenzoyl)-N-(3-(dimethylamino)propyl)-4-oxo-4H-chromene-2-carboxamide COC=1C=C(C(=O)C2=C(OC3=CC=CC=C3C2=O)C(=O)NCCCN(C)C)C=CC1OC